1-{4-[(2S)-2,3-dihydro-1,4-benzodioxin-2-yl]benzyl}piperidin-4-amine O1[C@H](COC2=C1C=CC=C2)C2=CC=C(CN1CCC(CC1)N)C=C2